(4-((6,7-dimethoxyquinolin-4-yl)oxy)-3-fluorophenyl)-4-ethyl-5-phenylisoxazole-3-carboxamide COC=1C=C2C(=CC=NC2=CC1OC)OC1=C(C=C(C=C1)NC(=O)C1=NOC(=C1CC)C1=CC=CC=C1)F